rel-1-[(3'S)-6'-chloro-3'H-spiro[cyclopropane-1,2'-furo[3,2-b]pyridin]-3'-yl]methylamine dihydrochloride Cl.Cl.ClC=1C=C2C(=NC1)[C@@H](C1(O2)CC1)CN |o1:9|